[Pb].[Nb].[Sn].[Nb].[Zn] zinc niobium-tin niobium-lead